NC1=NC=NC=2N(C3=CC(=CC=C3C21)Br)CC(=O)N2[C@@H]1C[C@@]1(C[C@H]2C(=O)NC2=NC(=CC=C2)Br)C (1R,3S,5R)-2-(2-(4-amino-7-bromo-9H-pyrimido[4,5-b]indol-9-yl)acetyl)-N-(6-bromopyridin-2-yl)-5-methyl-2-azabicyclo[3.1.0]hexane-3-carboxamide